N-(3-chloro-5-(methylsulfonamido)phenyl)-1-(5-(tetrahydro-2H-pyran-4-yl)pyridin-2-yl)-1H-pyrazole-4-carboxamide ClC=1C=C(C=C(C1)NS(=O)(=O)C)NC(=O)C=1C=NN(C1)C1=NC=C(C=C1)C1CCOCC1